4-chloro-5-methylpyridin-3-amine ClC1=C(C=NC=C1C)N